(1S,3R)-benzyl 3-((tert-butoxycarbonyl)amino)cyclohexanecarboxylate C(C)(C)(C)OC(=O)N[C@H]1C[C@H](CCC1)C(=O)OCC1=CC=CC=C1